CC(C)=C1CCC2(OC3=CC=CC(=C3C1C2)O)O 12-Propan-2-ylidene-8-oxatricyclo[7.3.1.02,7]trideca-2,4,6-triene-3,9-diol